ethylisopropyl-carbodiimide methacrylate C(C(=C)C)(=O)O.C(C)N=C=NC(C)C